Cl.NCCCCCCCC(=O)N1CCN(CC1)C(C[C@H]1C=2N(C3=C(C(=N1)C1=CC=C(C=C1)Cl)C(=C(S3)C)C)C(=NN2)C)=O (S)-8-amino-1-(4-(2-(4-(4-chlorophenyl)-2,3,9-trimethyl-6H-thieno[3,2-f][1,2,4]triazolo[4,3-a][1,4]diazepin-6-yl)acetyl)piperazin-1-yl)octan-1-one hydrochloride